ClC1=NC=C(C(=N1)OC)C#N chloro-4-methoxypyrimidine-5-carbonitrile